1,2-propylenediisocyanate C(C(C)N=C=O)N=C=O